C1(=CC=CC=C1)C(C=1OC2=C(C1)C=CC=C2)C2=CC(=C(C=C2)C)C 2-((phenyl)(3,4-dimethylphenyl)methyl)benzofuran